4-(5-(4-fluorophenyl)-5H-pyrrolo[3,2-d]pyrimidin-7-yl)piperidine-1-carboxylic acid tert-butyl ester C(C)(C)(C)OC(=O)N1CCC(CC1)C1=CN(C2=C1N=CN=C2)C2=CC=C(C=C2)F